COC(=O)C1CN(CCC1)C1=NC=NC2=CC(=CC=C12)Br 1-(7-bromoquinazolin-4-yl)piperidine-3-carboxylic acid methyl ester